2-(4-Ethyl-6-methoxypyrimidin-5-yl)-9-(4-(5-methyl-3-(trifluoromethyl)-1H-pyrazol-1-yl)benzyl)-7,9-dihydro-8H-purin-8-one C(C)C1=NC=NC(=C1C1=NC=C2NC(N(C2=N1)CC1=CC=C(C=C1)N1N=C(C=C1C)C(F)(F)F)=O)OC